2-(Toluene-4-sulfonylmethyl)acrylic acid (10-methacryloyloxydecyl) ester C(C(=C)C)(=O)OCCCCCCCCCCOC(C(=C)CS(=O)(=O)C1=CC=C(C)C=C1)=O